NC1=C2N=CN(C2=NC=N1)CC(=O)N1[C@@H]2C[C@@H]2C[C@H]1C(=O)O (1R,3S,5R)-2-(2-(6-amino-9H-purin-9-yl)acetyl)-2-azabicyclo[3.1.0]Hexane-3-carboxylic acid